FC1=CC=CC(=N1)OC=1C=CC=2C3=C(N(C2C1)C)C(N(N=C3)CCN3CCOCC3)=O 7-((6-fluoropyridin-2-yl)oxy)-5-methyl-3-(2-morpholinoethyl)-3,5-dihydro-4H-pyridazino[4,5-b]indol-4-one